6-((4-(6-(1H-imidazol-2-yl)-2-methylpyridin-3-yl)piperazin-1-yl)methyl)-3-methylthieno[3,2-d]pyrimidine-2,4(1H,3H)-dione N1C(=NC=C1)C1=CC=C(C(=N1)C)N1CCN(CC1)CC1=CC=2NC(N(C(C2S1)=O)C)=O